(R)-(-)-tetrahydrofurfuryl-amine C([C@H]1CCCO1)N